4-[2-([[4-(2-methylpropyloxy)phenyl]methyl]amino)pyrimidin-4-yl]piperazine-1-carboxylic acid tert-butyl ester C(C)(C)(C)OC(=O)N1CCN(CC1)C1=NC(=NC=C1)NCC1=CC=C(C=C1)OCC(C)C